[F-].[F-].C(C)[SiH](CC)[Zr+2](C1C(=CC2=CC=CC=C12)CC(C)C)C1C(=CC2=CC=CC=C12)CC(C)C diethylsilyl-bis(isobutylindenyl)zirconium difluoride